COC=1NC=CN1 2-methoxyImidazole